N1N=C(N=C1)C1=CC=C(C=N1)C=1N=C2C(=NC1)N=CCN2CCOC 6-(6-(1H-1,2,4-triazol-3-yl)pyridin-3-yl)-4-(2-methoxyethyl)-3,4-dihydropyrazino[2,3-b]pyrazin